1,3-Bis(ethenyloxy)tricyclo[3.3.1.13,7]decane C(=C)OC12CC3(CC(CC(C1)C3)C2)OC=C